ClCCC(CCCCC(=O)[O-])=O 8-chloro-6-oxooctanoate